The molecule is a naphthoic acid that is naphthalene carrying a carboxy group at position 2. It has a role as a xenobiotic metabolite and a mouse metabolite. It is a conjugate acid of a 2-naphthoate. C1=CC=C2C=C(C=CC2=C1)C(=O)O